OC1C(CC=2C(C3=CC(=C(C(=C3C(C2C1)=O)O)OC)OC)=O)C 3,5-dihydroxy-6,7-dimethoxy-2-Methyl-1,2,3,4-tetrahydroanthraquinone